6-chloro-Benzyl 8-formyl-3,4-dihydroisoquinoline-2(1H)-carboxylate C(=O)C=1C=CC=C2CCN(CC12)C(=O)OCC1=CC=CC=C1Cl